O1[C@H](COC2=C1C=CC=C2)CN2C[C@H](CCC2)C=2C=C(OCC(=O)O)C=CC2 (3-{(R)-1-[(S)-1-(2,3-dihydrobenzo[1,4]dioxin-2-yl)methyl]piperidin-3-yl}phenoxy)acetic acid